CC=1C=CC=C2C(N(C=NC12)CC(=O)NNC1=CC(=CC=C1)Cl)=O 2-(8-methyl-4-oxoquinazolin-3(4H)-yl)-N'-(3-chlorophenyl)acethydrazide